FC1=CC=C(CC=2C(=NC=CC2C2CN(CC2)C)NCC2=CC=C(C=C2)OCC(C)C)C=C1 (4-Fluorobenzyl)-N-(4-isobutoxybenzyl)-4-(1-methylpyrrolidin-3-yl)pyridin-2-amine